ClC=1C=C(C=C2C(=NC=NC12)C)C=1C(=NC(=NC1)N)C=1OC=CC1 5-(8-chloro-4-methylquinazolin-6-yl)-4-(furan-2-yl)pyrimidin-2-amine